S1SC2=C(C1)C1=CC=CC=C1COCC1=CC=CC=C12 dithioldibenzyl ether